rac-1-(((5S,7R)-8,8-Dimethyl-2-oxo-1-oxa-3-azaspiro[4.5]decan-7-yl)methyl)-1H-benzo[d]imidazole-6-carbonitrile Lithium tert-butoxide CC(C)(C)[O-].[Li+].CC1([C@@H](C[C@]2(CNC(O2)=O)CC1)CN1C=NC2=C1C=C(C=C2)C#N)C |r|